CN1CC2(C(N(CC3=C2N=CN=C3)[C@@H]3C[C@H](OCC3)C)=O)C1 1-methyl-6'-((2R,4S)-2-methyltetrahydro-2H-pyran-4-yl)-5',6'-dihydro-7'H-spiro[azetidine-3,8'-pyrido[4,3-d]pyrimidin]-7'-one